7-fluoro-3-[[1-(fluoromethyl)cyclopropyl]methyl]benzimidazole-5-carboxylate FC1=CC(=CC2=C1N=CN2CC2(CC2)CF)C(=O)[O-]